N1(C=CC2=CC=CC=C12)C1=NC(=NC(=N1)N1N=CC=C1)NCCC(=O)OCC ethyl 3-((4-(1H-indol-1-yl)-6-(1H-pyrazol-1-yl)-1,3,5-triazin-2-yl)amino)propanoate